C(CCCCCCCCCCCCCCCCCCC)OC(CCCCCCCCCCCCCCC)=O palmitic acid arachidyl ester